(S)-quinuclidin-3-yl (5-(2,2-difluorobenzo[d][1,3]dioxol-5-yl)-2,2-dimethyl-2,3-dihydro-1H-inden-1-yl)carbamat FC1(OC2=C(O1)C=CC(=C2)C=2C=C1CC(C(C1=CC2)NC(O[C@@H]2CN1CCC2CC1)=O)(C)C)F